C(C)CC(CC(=O)[O-])=O.C(C)CC(CC(=O)[O-])=O.CC([O-])C.[Ti+3] titanium isopropoxide bis(ethylacetoacetate)